C(#N)C=1C=CC(=NC1)N1C[C@H]2N(CC1)C([C@H](C2)CC(=O)O)=O 2-((7r,8as)-2-(5-cyanopyridin-2-yl)-6-oxooctahydropyrrolo[1,2-a]pyrazin-7-yl)acetic acid